NC1=NC=CC=C1C1=NC=2C(=NC(=CC2)C2=CC=CC=C2)N1C1=CC=C(C(=O)N2CC3(C2)CC(C3)C(=O)O)C=C1 2-(4-(2-(2-aminopyridin-3-yl)-5-phenyl-3H-imidazo[4,5-b]pyridin-3-yl)benzoyl)-2-azaspiro[3.3]heptane-6-carboxylic acid